FC(OC1=CC=C(CCN)C=C1)(F)F p-trifluoromethoxyphenethylamine